FC=1C=C2C=NNC(C2=CC1F)=O 6,7-difluoro-phthalazin-1(2H)-one